C=1(C(=CC=CC1)C=NN)C o-tolualdehyde hydrazone